FC1=C(C(=C(C=C1)NC(C)=O)C)C N-(4-fluoro-2,3-dimethylphenyl)acetamide